NCCNCCC[Si](OC)(OC)C N-(aminoethyl)-gamma-aminopropyl-methyldimethoxysilane